3,3-dimethyl-6-(pyrimidin-4-ylamino)-2,3-dihydroimidazo[1,5-a]pyridine-1,5-dione CC1(NC(C=2N1C(C(=CC2)NC2=NC=NC=C2)=O)=O)C